CN(S(=O)(=O)C=1C(=CC(=C(C(=O)O)C1)O)NCCCCCCCC(F)(F)F)C 5-(dimethylsulfamoyl)-2-hydroxy-4-(8,8,8-trifluorooctylamino)benzoic acid